C(C)(=O)NC1(CC(C(C=C1)C=CC1=CC=CC=C1)(S(=O)(=O)[O-])S(=O)(=O)[O-])N1C(C=CC1=O)=O 4-acetamido-4-maleimidyl-stilbene-2,2-disulfonate